ClC1=CC=C(C=C1)N1N=CC(CC1=O)C1=CC=CC=C1 (4-chlorophenyl)-5-phenyl-4,5-dihydro-2H-pyridazin-3-one